4-ethyl-2'-deoxycytidine C(C)C1(NC(N([C@H]2C[C@H](O)[C@@H](CO)O2)C=C1)=O)N